rac-tert-butyl 7-(2-hydroxy-4-oxo-pyrido[1,2-a]pyrimidin-7-yl)-4-azaspiro[2.5]octane-4-carboxylate OC=1N=C2N(C(C1)=O)C=C(C=C2)[C@@H]2CCN(C1(CC1)C2)C(=O)OC(C)(C)C |r|